CC1=CC=C(C(=O)C2=CC=CN2C)C=C1 5-p-methylbenzoyl-1-methyl-1H-pyrrole